C(#N)C=1C=CC(=NC1)OCCNC(=O)[C@H]1N(C[C@@H](C1)O)C([C@H](C(C)(C)C)N1N=NC(=C1)C1CC1)=O (2S,4r)-N-[2-[(5-cyano-2-pyridinyl)oxy]ethyl]-1-[(2S)-2-(4-cyclopropyltriazol-1-yl)-3,3-dimethyl-butyryl]-4-hydroxy-pyrrolidine-2-carboxamide